13,17-dimethyltritriacontane CC(CCCCCCCCCCCC)CCCC(CCCCCCCCCCCCCCCC)C